C(=O)OC1=C(C=C(C=C1Cl)Cl)Cl 2,4,6-trichlorophenyl formate